CC1(CCC(CC1)NC(=O)NCC1=CC(=NC=C1)OC1COC1)C 1-(4,4-dimethyl-cyclohexyl)-3-[[2-(oxetan-3-yloxy)pyridin-4-yl]methyl]urea